FC(OC1=CC=C(CCSC2=CC=C(C(=O)N)C=C2)C=C1)(F)F 4-((4-(trifluoromethoxy)phenethyl)thio)benzamide